ClC1=CC(=C(C=C1)[C@@]1(OC2=C(O1)C=CC=C2C2CCN(CC2)CC=2N(C(=CN2)/C=C/C(=O)OCC)CC2S(CC2)(=O)=O)C)F Ethyl (E)-3-(2-((4-((S)-2-(4-chloro-2-fluorophenyl)-2-methylbenzo[d][1,3]dioxol-4-yl)piperidin-1-yl)methyl)-1-((1,1-dioxidothietan-2-yl)methyl)-1H-imidazol-5-yl)acrylate